(2S,4S)-1-[2-[4-[(2-bromo-4-pyridyl)amino]-1-piperidyl]acetyl]-4-fluoro-pyrrolidine-2-carbonitrile BrC1=NC=CC(=C1)NC1CCN(CC1)CC(=O)N1[C@@H](C[C@@H](C1)F)C#N